1-(4-(4-amino-7-cyclobutyl-7H-pyrrolo[2,3-d]pyrimidin-5-yl)-2,2-dimethyl-2,3-dihydrobenzofuran-7-yl)-3-(5-(1-(trifluoromethyl)cyclopropyl)isoxazol-3-yl)urea NC=1C2=C(N=CN1)N(C=C2C2=CC=C(C1=C2CC(O1)(C)C)NC(=O)NC1=NOC(=C1)C1(CC1)C(F)(F)F)C1CCC1